4-(5-chloropyridin-3-yl)-N-(1-(2-(cyclopropanesulfonylamino)pyrimidin-4-yl)propyl)-2-fluorobenzamide ClC=1C=C(C=NC1)C1=CC(=C(C(=O)NC(CC)C2=NC(=NC=C2)NS(=O)(=O)C2CC2)C=C1)F